(2S)-3-(6-cyano-3-pyridyl)-2-(methylamino)propanoic acid C(#N)C1=CC=C(C=N1)C[C@@H](C(=O)O)NC